BrC1=C(C(=C2C(SC3=C2C(=C(C(=C3[2H])Cl)[2H])[2H])=C1[2H])[2H])[2H] 3-bromo-7-chlorodibenzo[b,d]thiophen-1,2,4,6,8,9-d6